C(C1=CC=CC=C1)=NN=C1SC(C(N1)=O)CC(=O)O 2-(2-((benzylidene)hydrazono)-4-oxothiazolidine-5-yl)acetic acid